9-(4-(5-methyl-3-(trifluoromethyl)-1H-pyrazol-1-yl)benzyl)-2-(2-(2,2,2-trifluoroethoxy)pyridin-3-yl)-7,9-dihydro-8H-purin-8-one CC1=CC(=NN1C1=CC=C(CN2C3=NC(=NC=C3NC2=O)C=2C(=NC=CC2)OCC(F)(F)F)C=C1)C(F)(F)F